C(C)(=O)O[C@H]1CN(C[C@H](C1OC(C)=O)OC(C)=O)CC1=CC=C(C=C1)C1=CC=CC=C1 (3S,4r,5R)-1-([1,1'-biphenyl]-4-ylmethyl)piperidine-3,4,5-triyl triacetate